4-(2-(7,8-dimethyl-[1,2,4]triazolo[1,5-a]pyridin-6-yl)-3-isopropyl-1H-pyrrolo[3,2-b]pyridin-5-yl)-1-(nitromethyl)cyclohexanol CC1=C(C=2N(C=C1C1=C(C3=NC(=CC=C3N1)C1CCC(CC1)(O)C[N+](=O)[O-])C(C)C)N=CN2)C